C(C)(C)(C)OC(=O)N[C@H](CCN1CCN(CC1)C(=O)OCC(Cl)(Cl)Cl)CSC1=CC=CC=C1 (R)-2,2,2-trichloroethyl 4-(3-((tert-butoxycarbonyl)amino)-4-(phenylthio)butyl)piperazine-1-carboxylate